6-(3-(trifluoromethyl)phenyl)benzo[d]oxazole-2-thiol FC(C=1C=C(C=CC1)C1=CC2=C(N=C(O2)S)C=C1)(F)F